[(3R,4R)-1-benzyl-4-methyl-piperidin-3-yl]-methyl-[7-(4-methyl-benzenesulfonyl)-7H-pyrrolo[2,3-d]pyrimidin-4-yl]amine C(C1=CC=CC=C1)N1C[C@@H]([C@@H](CC1)C)N(C=1C2=C(N=CN1)N(C=C2)S(=O)(=O)C2=CC=C(C=C2)C)C